C12N(CCNC2C1)C(=O)OC(C)(C)C tert-butyl 2,5-diazabicyclo[4.1.0]heptane-2-carboxylate